Cl.Cl.NC[C@]1(C(N[C@@H](C1)CO[Si](C1=CC=CC=C1)(C1=CC=CC=C1)C(C)(C)C)=O)C (3S,5S)-3-(aminomethyl)-5-(((tert-butyldiphenylsilyl)oxy)methyl)-3-methylpyrrolidin-2-one dihydrochloride